C(=C)C=1OC2=C(CN1)C=CC=C2 vinyl-4H-benzo[1,3]oxazine